3-(1-oxo-5-(((1S,2R)-2-((pyrimidin-5-ylmethyl)amino)cyclohexyl)oxy)isoindolin-2-yl)piperidine-2,6-dione O=C1N(CC2=CC(=CC=C12)O[C@@H]1[C@@H](CCCC1)NCC=1C=NC=NC1)C1C(NC(CC1)=O)=O